i-butyl-3-methylimidazolium methylsulfate COS(=O)(=O)[O-].C(C(C)C)C=1NC=C[N+]1C